FC(CN1C2CC(C(C1)CC2)S(=O)(=O)NC2=CNC1=CC=C(C=C21)COCC2=CC=C(C=C2)C(F)(F)F)(F)F 2-(2,2,2-trifluoroethyl)-N-(5-(((4-(trifluoromethyl)benzyl)oxy)methyl)-1H-indol-3-yl)-2-azabicyclo[2.2.2]octane-5-sulfonamide